5-amino-4-(methoxymethyl)-2H-benzo[b][1,4]oxazin-3(4H)-one NC1=CC=CC=2OCC(N(C21)COC)=O